ClC1=CC(=CN=N1)N1CC2CCC(C1)N2[C@@H]2CC[C@@H](CC2)C2=C(C=CC=C2)C2CC2 3-(6-chloropyridazin-4-yl)-8-[cis-4-(2-cyclopropylphenyl)cyclohexyl]-3,8-diazabicyclo[3.2.1]octane